Diaminosilan N[SiH2]N